FC=1C=CC(=NC1)C1=NN2C(CO[C@H]([C@H]2C)C)=C1 cis-2-(5-fluoropyridin-2-yl)-6,7-dimethyl-6,7-dihydro-4H-pyrazolo[5,1-c][1,4]Oxazine